C1=CC=CC=2C3=CC=CC=C3C(C12)COC(=O)N[C@H](C(=O)O)CC=1C=C2C=CN=CC2=CC1 (S)-2-((((9H-fluoren-9-yl)methoxy)carbonyl)amino)-3-(isoquinolin-6-yl)propanoic acid